1-nitrosoazepane-2-carboxylic acid N(=O)N1C(CCCCC1)C(=O)O